(butoxy)-1(2H)-isoquinolone C(CCC)ON1C(C2=CC=CC=C2C=C1)=O